F[B-](F)(F)F.CC(CC)(C)C1=CC=C(C=C1)[I+]C1=CC=C(C=C1)C(CC)(C)C bis[4-(1,1-dimethylpropyl)phenyl]Iodonium tetrafluoroborate